C(C)CO[Si](OC)(OC)CCCN ethyl-aminopropyltrimethoxysilane